2-chloro-N-methyl-N-(4-nitrophenyl)aniline Sodium hydride [H-].[Na+].ClC1=C(N(C2=CC=C(C=C2)[N+](=O)[O-])C)C=CC=C1